S(=O)(=O)(C)C=1C=NN(C1)CC1CC2(CN(C2)C2C(CC23CN(C3)C=O)N3N=C(N=C3)C(F)(F)F)C1 7-[6-[(4-mesylpyrazol-1-yl)methyl]-2-azaspiro[3.3]heptan-2-yl]-[6-[3-(trifluoromethyl)-1,2,4-triazol-1-yl]-2-azaspiro[3.3]heptan-2-yl]methanone